1-(2,2-difluoroethyl)-6-(3-(1-(2-(trifluoromethyl)phenoxy)ethyl)piperidin-1-yl)-1H-pyrazolo[3,4-b]pyrazine FC(CN1N=CC=2C1=NC(=CN2)N2CC(CCC2)C(C)OC2=C(C=CC=C2)C(F)(F)F)F